N1(N=NN=C1)CC1=CC=C(C(=O)N2CCC3(C(C3)CNC(=O)C3=CC=4C(=CN=CC4)O3)CC2)C=C1 N-[[6-[4-(tetrazol-1-ylmethyl)benzoyl]-6-azaspiro[2.5]octan-2-yl]methyl]furo[2,3-c]pyridine-2-carboxamide